ClC1=C(C=CC(=C1)Cl)N1N=C(C=C1)OCC=C(C(C(=O)NC)=NOC)C 5-{[1-(2,4-dichlorophenyl)-1H-pyrazole-3-yl]oxy}-2-(methoxyimino)-N,3-dimethylpenta-3-enamide